1-(1H-Benzo[d]imidazol-5-yl)-5-[3-(3-chlorophenyl)phenyl]imidazolidin-2-on N1C=NC2=C1C=CC(=C2)N2C(NCC2C2=CC(=CC=C2)C2=CC(=CC=C2)Cl)=O